C(C=C)O[C@@H]1[C@@H]([C@H]([C@H]([C@H](O1)CO)O)O)N (2R,3R,4R,5R,6S)-6-(allyloxy)-5-amino-2-(hydroxymethyl)tetrahydro-2H-pyran-3,4-diol